bromo-1,5'-dimethylspiro[indoline-3,1'-pyrrolo[3,2,1-ij]quinazoline]-2,3'(2'H)-dione BrN1C(N2C3=C(C=CC=C3C13C(N(C1=CC=CC=C13)C)=O)C=C2C)=O